COC=1C=CC=2C3=C(N(C2C1)C)C(N(N=C3)CC=3C=C(C=CC3)NC(OC(C)(C)C)=O)=O tert-butyl (3-((7-methoxy-5-methyl-4-oxo-4,5-dihydro-3H-pyridazino[4,5-b]indol-3-yl)methyl)phenyl)carbamate